N-ethyl-2-methyl-N-({4-[5-(trifluoromethyl)-1,2,4-oxadiazol-3-yl]phenyl}methyl)propanamide C(C)N(C(C(C)C)=O)CC1=CC=C(C=C1)C1=NOC(=N1)C(F)(F)F